[Li+].N[C@@H](CC1=CNC=N1)C(=O)[O-] histidine lithium salt